[Cl-].[Cl-].C(N)(=O)C1=CC=[N+](C=C1)COCN1C(C=CC=C1)=C[NH+]=O [1-[(4-carbamoylpyridin-1-ium-1-yl)methoxymethyl]pyridin-2-ylidene]methyl-oxoazanium dichloride